FC(C1=CC=CC=C1)C1=CC=CC=C1 1-fluoro-1,1-diphenylmethane